COC=1C(=CC2=CN(N=C2C1)C1CCC(CC1)NC1CCC2(CCN(CC2)C(=O)OC(C)(C)C)CC1)NC(C1=NC(=CC=C1)C(F)(F)F)=O tert-butyl 9-(((1r,4r)-4-(6-methoxy-5-(6-(trifluoromethyl) picolinamido)-2H-indazol-2-yl) cyclohexyl) amino)-3-azaspiro[5.5]undecane-3-carboxylate